N-(3-Fluorophenyl)-N1-(4-isopropylphenyl)-6-morpholin-4-yl-[1,3,5]triazine-2,4-diamine hydrochloride Cl.FC=1C=C(C=CC1)NC1N(C(=NC(=N1)N)N1CCOCC1)C1=CC=C(C=C1)C(C)C